7-((4-(3-fluoro-4-methylphenyl)-3,6-dihydropyridin-1(2H)-yl)methyl)pyrrolo[1,2-a]quinoxalin-4(5H)-one FC=1C=C(C=CC1C)C=1CCN(CC1)CC=1C=C2NC(C=3N(C2=CC1)C=CC3)=O